(2S,3R)-2-methyl-3-(3-nitrophenyl)oxolane-2-carboxylic acid C[C@@]1(OCC[C@@H]1C1=CC(=CC=C1)[N+](=O)[O-])C(=O)O